2-(4-bromophenyl)-4-ethoxy-6-(hydroxymethyl)cyclohexane-1-carboxylate BrC1=CC=C(C=C1)C1C(C(CC(C1)OCC)CO)C(=O)[O-]